3-azabicyclo[3.2.2]nonane-6-carbonitrile C12CNCC(C(C1)C#N)CC2